2-chloro-N-[(furan-2-yl)methyl]-6-[2-(methylamino)ethyl]-7H-pyrrolo[2,3-d]pyrimidin-4-amine hydrochloride Cl.ClC=1N=C(C2=C(N1)NC(=C2)CCNC)NCC=2OC=CC2